C(C)SC1=C(C=CC=C1)C(C(=O)N)CC(C1=CNC2=CC(=CC=C12)C)C1=CNC2=CC(=CC=C12)C (2-(ethylsulfanyl)phenyl)-4,4-bis(6-methyl-1H-indol-3-yl)butyramide